CC(C1=CC=CC=C1)NC(=O)C The molecule is a member of the class of acetamides resulting from the formal condensation of the amino group of 1-phenylethylamine with 1 mol eq. of acetic acid. It is a member of acetamides and a secondary carboxamide. It derives from a 1-phenylethylamine.